N-[5-(2-chloro-5-cyanophenyl)-1-trityl-1H-indazol-3-yl]-3-(dimethylamino)cyclobutanecarboxamide ClC1=C(C=C(C=C1)C#N)C=1C=C2C(=NN(C2=CC1)C(C1=CC=CC=C1)(C1=CC=CC=C1)C1=CC=CC=C1)NC(=O)C1CC(C1)N(C)C